C(C)(C)(C)OC(=O)N[C@@H]1CC[C@H](CC1)NC=1C=2N(N=CC1C(N)=NC1=C(C=CC(=C1)F)Cl)C=C(C2)C2=C(C=C(C=C2)NC(OC(C)(C)C)=O)C tert-butyl N-[trans-4-[4-[[4-(tert-butoxycarbonylamino)cyclohexyl]amino]-3-[N'-(2-chloro-5-fluoro-phenyl)carbamimidoyl]pyrrolo[1,2-b]pyridazin-6-yl]-3-methyl-phenyl]carbamate